COC=1C=C(C=CC1)N1N=C2C(C=NC(=C2)N2CC(C2)S(=O)(=O)N(C)C)=C1 1-(2-(3-Methoxyphenyl)-2H-pyrazolo[4,3-c]pyridin-6-yl)-N,N-dimethylazetidine-3-sulfonamide